C(C)(=O)C1=CC2=C(O1)C(=C1C=CC=CC1=C2OC(=O)NCCNCC(=O)O)OC(=O)NCCNCC(=O)O 2,2'-((((((2-acetylnaphtho[2,3-b]furan-4,9-diyl)bis(oxy))bis(carbonyl))bis(azanediyl))bis(ethane-2,1-diyl))bis(azanediyl))diacetic acid